7-(4-(((tert-butyldimethylsilyl)oxy)methyl)benzyl)-5-methoxy-3-methylpyrido[3,4-d]pyridazin-4(3H)-one [Si](C)(C)(C(C)(C)C)OCC1=CC=C(CC2=CC3=C(C(N(N=C3)C)=O)C(=N2)OC)C=C1